1,6-dioxaspiro[4.5]decan-10-yl 4-methylbenzenesulfonate CC1=CC=C(C=C1)S(=O)(=O)OC1CCCOC12CCCO2